1,2,4-triazolo[3,4-b]-1,3,4-thiadiazole N=1N=CN2C1SC=N2